2-(5-hydroxy-3-(3-(methylsulfonyl)phenyl)-1H-pyrazol-1-yl)thiazole-4-carboxylic acid OC1=CC(=NN1C=1SC=C(N1)C(=O)O)C1=CC(=CC=C1)S(=O)(=O)C